6-(4-formylphenyl)-3-pyridineformaldehyde aluminum [Al].C(=O)C1=CC=C(C=C1)C1=CC=C(C=N1)C=O